The molecule is a 3beta-hydroxy steroid, a 5beta-hydroxy steroid, a 12beta-hydroxy steroid and a 14beta-hydroxy steroid. It derives from a hydride of a 5beta-cardanolide. C[C@]12CC[C@@H](C[C@]1(CC[C@@H]3[C@@H]2C[C@H]([C@]4([C@@]3(CC[C@@H]4C5=CC(=O)OC5)O)C)O)O)O